((1H-imidazol-4-yl)methyl)(2-((3-chloro-2-fluorophenylmethyl)amino)-2-oxoethyl)-5-amino-1H-indazole-3-carboxamide N1C=NC(=C1)CC1=C2C(=NN(C2=CC=C1N)CC(=O)NCC1=C(C(=CC=C1)Cl)F)C(=O)N